FC1=CC=C(C=C1)C1=NC(=C2C(=N1)N(N=C2)[C@H]2CC(C[C@@H](C2)C)(C)C)NC(=O)C=2SC(=CC2)[N+](=O)[O-] N-(6-(4-fluorophenyl)-1-((1R,5S)-3,3,5-trimethylcyclohexyl)-1H-pyrazolo[3,4-d]pyrimidin-4-yl)-5-nitrothiophene-2-carboxamide